2-(4-chlorobenzyl)-6-(4-(2,2-difluoroethoxy)phenyl)pyridazin-3(2H)-one ClC1=CC=C(CN2N=C(C=CC2=O)C2=CC=C(C=C2)OCC(F)F)C=C1